dimethyl 7-bromo-5-methylpyrazolo[1,5-a]pyridine-2,3-dicarboxylate BrC1=CC(=CC=2N1N=C(C2C(=O)OC)C(=O)OC)C